4,4'-methylene-bis-(2-ethyl-6-methylaniline) C(C1=CC(=C(N)C(=C1)C)CC)C1=CC(=C(N)C(=C1)C)CC